N,N'-Di(m-chlorophenyl)thiourea ClC=1C=C(C=CC1)NC(=S)NC1=CC(=CC=C1)Cl